C(C)(C)(C)OC(=O)N1C[C@@H](CC1)NC1=C(C=C(C=C1)C=1C(=NOC1C)C)[N+](=O)[O-] (R)-3-((4-(3,5-Dimethylisoxazol-4-yl)-2-nitrophenyl)amino)pyrrolidine-1-carboxylic acid tert-butyl ester